ethyl 3-methyl-6-oxo-1,6-dihydro-1,2,4-triazine-5-carboxylate CC1=NNC(C(=N1)C(=O)OCC)=O